CP(C=1C=2N(C=CC1NC=1C3=C(N=C(N1)NC1=CC=C(C=C1)N1CCC(CC1)N1CCN(CC1)C)NC=C3)C=CN2)(C)=O Dimethyl(7-((2-((4-(4-(4-methylpiperazin-1-yl)piperidin-1-yl)phenyl)amino)-7H-pyrrolo[2,3-d]pyrimidin-4-yl)amino)imidazo[1,2-a]pyridin-8-yl)phosphine oxide